COC=1C=C(C=C2CN(CC(C2=O)=CC2=CC(=C(C=C2)OC)OC)C(C2=CC(=C(C=C2)OC)OC)=O)C=CC1OC 3,5-bis(3,4-dimethoxybenzylidene)-1-(3,4-dimethoxybenzoyl)piperidin-4-one